(2S)-2-amino-N-((2S)-1-(((3-(3-chloro-4-methylphenyl)-1-((2-(2,6-dioxopiperidin-3-yl)-1-oxoisoindolin-5-yl)methyl)ureido)methyl)amino)-1-oxopropan-2-yl)propanamide N[C@H](C(=O)N[C@H](C(=O)NCN(C(=O)NC1=CC(=C(C=C1)C)Cl)CC=1C=C2CN(C(C2=CC1)=O)C1C(NC(CC1)=O)=O)C)C